methyl (2R,6R)-1-isobutyryl-6-methylpiperazine-2-carboxylate C(C(C)C)(=O)N1[C@H](CNC[C@H]1C)C(=O)OC